C1(=CC=CC=C1)C1=C2C=CC=CC2=C(C2=CC=CC=C12)B(O)O 10-phenyl-anthracene-9-ylboronic acid